NC1=CC(=C(C(=O)NC)C=C1)Cl 4-amino-2-chloro-N-methylbenzamide